Sodium (2R,3R,4S,5R)-6-(docosylamino)-2,3,4,5-tetrahydroxy-6-oxohexyl sulfate S(=O)(=O)(OC[C@H]([C@H]([C@@H]([C@H](C(=O)NCCCCCCCCCCCCCCCCCCCCCC)O)O)O)O)[O-].[Na+]